(S)-2-((4-(6-(imidazo[1,5-a]pyridin-6-ylmethoxy)pyridin-2-yl)piperidin-1-yl)methyl)-1-(oxetine-2-ylmethyl)-1H-benzo[d]imidazole-6-carboxylic acid tert-butyl ester C(C)(C)(C)OC(=O)C=1C=CC2=C(N(C(=N2)CN2CCC(CC2)C2=NC(=CC=C2)OCC=2C=CC=3N(C2)C=NC3)CC=3OCC3)C1